ClC1=CC=C(C=C1)C(C)(N)C1=CC=C(C=C1)Cl 1,1-bis(4-chlorophenyl)ethan-1-amine